COC=1N=CC(=NC1)B(O)O 5-METHOXYPYRAZINE-2-BORONIC ACID